2-(1,5-dimethyl-3-phenyl-1H-pyrrol-2-yl)-N-(3-(5-fluoro-6-methoxy-1,6-dihydropyrimidin-2-yl)-1,2,3,4,4a,5-hexahydrobenzo[b]pyrazino[1,2-d][1,4]oxazin-8-yl)-2-oxoacetamide CN1C(=C(C=C1C)C1=CC=CC=C1)C(C(=O)NC=1C=CC2=C(OCC3N2CCN(C3)C=3NC(C(=CN3)F)OC)C1)=O